O=C1NC(CCC1N1C(C2=CC=CC(=C2C1)OCC(=O)O)=O)=O 2-((2-(2,6-dioxopiperidin-3-yl)-1-oxoisoindolin-4-yl)oxy)acetic acid